5-(4-((4-(isopropylsulfonyl)morpholin-2-yl)methoxy)phenyl)-2-oxo-6-(trifluoromethyl)-1,2-dihydropyridine-3-carboxamide C(C)(C)S(=O)(=O)N1CC(OCC1)COC1=CC=C(C=C1)C=1C=C(C(NC1C(F)(F)F)=O)C(=O)N